ClC=1C(=NC=CC1)N1N=C(C=C1C(=O)NC=1C(=CC=2N(C1C(=O)NCCC)N=CC2)C)OCC(F)(F)F 6-(1-(3-Chloropyridin-2-yl)-3-(2,2,2-trifluoroethoxy)-1H-pyrazol-5-carboxamido)-5-methyl-N-propylpyrazolo[1,5-a]pyridin-7-carboxamid